IC=1C=C(C(=O)N[C@@H](C)C2=NC=CN=C2C2=NC=CN=C2)C=C(C1)I 3,5-diiodo-N-[(1S)-1-(3-pyrazin-2-ylpyrazin-2-yl)ethyl]benzamide